N-(4-(ethylsulfonyl)benzyl)-1-isopropyl-2-(4-(trifluoromethyl)benzyl)-1H-benzo[d]imidazole-6-carboxamide C(C)S(=O)(=O)C1=CC=C(CNC(=O)C=2C=CC3=C(N(C(=N3)CC3=CC=C(C=C3)C(F)(F)F)C(C)C)C2)C=C1